3-{1-[tert-Butyl(dimethyl)silyl]-1H-indol-5-yl}-N6-(1,3-dimethyl-1H-pyrazol-4-yl)-1-(propan-2-yl)-1H-pyrazolo[3,4-d]pyrimidine-4,6-diamine [Si](C)(C)(C(C)(C)C)N1C=CC2=CC(=CC=C12)C1=NN(C2=NC(=NC(=C21)N)NC=2C(=NN(C2)C)C)C(C)C